O1CCN(CC1)C1=NC(=C2C=CC=NC2=C1)OC1CCC(CC1)NC1=NC=C(C=N1)OCC(=O)O 2-((2-(((1s,4s)-4-((7-Morpholino-1,6-naphthyridin-5-yl)oxy)cyclohexyl)amino)pyrimidin-5-yl)oxy)acetic acid